tert-butyl 3-((N-methylacetamido)methyl)pyrrolidine-1-carboxylate CN(C(C)=O)CC1CN(CC1)C(=O)OC(C)(C)C